1,1,1-trifluorobutan-2-en-2-yl acetate C(C)(=O)OC(C(F)(F)F)=CC